1,6-diazabicyclo[4.4.0]decan-2,5-dione N12C(CCC(N2CCCC1)=O)=O